O[C@@H](CN[C@H]1COC2(C1)CCN(CC2)S(=O)(=O)C2=CN(C1=CC=CC=C1C2=O)CC(=O)O)COC2=CC(=CC=C2)S(NC)(=O)=O 2-(3-((R)-3-((S)-2-hydroxy-3-(3-(N-methylsulfamoyl)phenoxy)propylamino)-1-oxa-8-azaspiro[4.5]decan-8-ylsulfonyl)-4-oxoquinolin-1(4H)-yl)acetic acid